C1(CC1)NC(C([C@H](CCC(C)(F)F)NC(=O)C1N(CCCC1C)C([C@H](C(C)(C)C)NC(OC)=O)=O)=O)=O Methyl ((2S)-1-(2-(((S)-1-(cyclopropylamino)-6,6-difluoro-1,2-dioxoheptan-3-yl)carbamoyl)-3-methylpiperidin-1-yl)-3,3-dimethyl-1-oxobutan-2-yl)carbamate